carboxyalcohol C(=O)(O)O